CN1C=C(C=2C(N(C=C(C21)C)C)=O)C(=O)N2CC1(CC1C2)C2=C(C=CC=C2)OC(F)(F)F 1,5,7-trimethyl-3-((1-(2-(trifluoromethoxy)phenyl)-3-azabicyclo[3.1.0]hex-3-yl)carbonyl)-1,5-dihydro-4H-pyrrolo[3,2-c]pyridin-4-one